ClC=1C=C(C(=O)N[C@@H](C(N[C@@H](CCCC2=CC=CC=C2)B2OC(C(O2)(C)C)(C)C)=O)COC)C=CC1 3-chloro-N-((R)-3-methoxy-1-oxo-1-(((R)-4-phenyl-1-(4,4,5,5-tetramethyl-1,3,2-dioxaborolan-2-yl)butyl)amino)propan-2-yl)benzamide